NC=1C2=C(C=3C(CNC3C1)CCl)C=CC=C2 5-amino-1-(chloromethyl)-1,2-dihydro-3H-benzo[e]indole